C12(CC(C1)C2)NC(CN2C(C(=CC=C2)NC([C@H](CC/C=C/C(=O)NC(C)C)NC(=O)C=2N1C(SC2)=NC(=C1)C)=O)=O)=O (S,E)-N7-(1-(2-(bicyclo[1.1.1]pentan-1-ylamino)-2-oxoethyl)-2-oxo-1,2-dihydropyridin-3-yl)-N1-isopropyl-6-(6-methylimidazo[2,1-b]thiazole-3-carboxamido)hept-2-enediamide